1-(11Z,14Z-eicosadienoyl)-2-(9Z-hexadecenoyl)-glycero-3-phosphocholine CCCCCC/C=C\CCCCCCCC(=O)O[C@H](COC(=O)CCCCCCCCC/C=C\C/C=C\CCCCC)COP(=O)([O-])OCC[N+](C)(C)C